COC(=O)C1CCN(CC1)C1=NC=C(C=C1)C(NC=1SC(=C(N1)C=1SC=CC1)C#N)=O 1-(5-(5-cyano-4-(thiophen-2-yl)thiazol-2-ylcarbamoyl)pyridin-2-yl)piperidine-4-carboxylic acid methyl ester